oxo-bis(2-methyl-5-cyano-8-hydroxyquinoline) aluminum [Al].O(C=1C(=NC2=C(C=CC(=C2C1)C#N)O)C)C=1C(=NC2=C(C=CC(=C2C1)C#N)O)C